(S)-N-(2-Chloro-3-(3'-chloro-6-methoxy-5-((((5-oxopyrrolidin-2-yl)methyl)amino)methyl)-[2,4'-bipyridin]-2'-yl)phenyl)-5-(((3-hydroxypropyl)amino)methyl)-4-methoxypicolinamide ClC1=C(C=CC=C1C1=NC=CC(=C1Cl)C1=NC(=C(C=C1)CNC[C@H]1NC(CC1)=O)OC)NC(C1=NC=C(C(=C1)OC)CNCCCO)=O